7-isopropoxyimidazo[1,2-a]pyrimidine C(C)(C)OC1=NC=2N(C=C1)C=CN2